OC1=CC(=NN1C1=NC(=C(N=C1C)C)C)C(=O)NC1=CC=C(C=C1)CCO 5-hydroxy-N-(4-(2-hydroxyethyl)phenyl)-1-(3,5,6-trimethylpyrazin-2-yl)-1H-pyrazole-3-carboxamide